O[C@@H](CN(C(OC(C)(C)C)=O)[C@H]1COC2(C1)CCN(CC2)S(=O)(=O)C=2C=C1C=CC=NC1=CC2)COC2=CC(=CC=C2)S(NC)(=O)=O tert-butyl ((S)-2-hydroxy-3-(3-(N-methylsulfamoyl)phenoxy)propyl)((R)-8-(quinolin-6-ylsulfonyl)-1-oxa-8-azaspiro[4.5]decan-3-yl)carbamate